2-methyltetrahydrofuran methyl-3-[[[4-chloro-6-(2,6-dimethylphenyl)pyrimidin-2-yl]amino]sulfonimidoyl]benzoate COC(C1=CC(=CC=C1)S(=O)(=N)NC1=NC(=CC(=N1)Cl)C1=C(C=CC=C1C)C)=O.CC1OCCC1